S(=O)(=O)([O-])[O-].C1(CCCCC1)[NH3+].C1(CCCCC1)[NH3+] bis(cyclohexylammonium) sulfate